2,6-bis(aminomethyl)bicyclo-[2.2.1]-heptane 3-(trans-methoxy)cyclobutyl-amino-pyridine-2-carboxylate COC1CC(C1)OC(=O)C1=NC=CC=C1N.NCC1C2C(CC(C1)C2)CN